ethyl 4-(2-(3-bromo-2-methylphenoxy)phenyl)butanoate BrC=1C(=C(OC2=C(C=CC=C2)CCCC(=O)OCC)C=CC1)C